tert-butyl (5-(1-(5,5-difluoro-2-oxopiperidin-1-yl)-2-((2R,5S)-2,5-dimethylmorpholino)ethyl)thiazol-2-yl)carbamate FC1(CCC(N(C1)C(CN1C[C@H](OC[C@@H]1C)C)C1=CN=C(S1)NC(OC(C)(C)C)=O)=O)F